3'-oxo-3'H-spiro[benzo[a]xanthene-12,1'-isobenzofuran]-9-yl trifluoromethanesulfonate FC(S(=O)(=O)OC=1C=C2OC3=CC=C4C(=C3C3(OC(C5=CC=CC=C35)=O)C2=CC1)C=CC=C4)(F)F